4-amino-1-tert-butyl-pyrazolo[3,4-d]pyrimidine-3-carbaldehyde NC1=C2C(=NC=N1)N(N=C2C=O)C(C)(C)C